C(C)(C)(C)OC(=O)N1CCC(CC1)N(C=1C2=CN(N=C2C(=CC1)C(=O)O)C)CC 4-{[1-(tert-butoxycarbonyl)piperidin-4-yl](ethyl)amino}-2-methylindazole-7-carboxylic acid